3-chloro-N-((S)-2-cyano-1-(4-(ethyl-sulfonyl)phenyl)ethyl)-4-((2S,4S)-2-((difluoromethoxy)methyl)-4-(4-(trifluoromethyl)phenoxy)pyrrolidin-1-yl)benzamide ClC=1C=C(C(=O)N[C@@H](CC#N)C2=CC=C(C=C2)S(=O)(=O)CC)C=CC1N1[C@@H](C[C@@H](C1)OC1=CC=C(C=C1)C(F)(F)F)COC(F)F